(R)-1-(pyridin-3-yl)ethyl (5-(5-bromo-6-methylpyridin-2-yl)-3-methylisoxazol-4-yl)carbamate BrC=1C=CC(=NC1C)C1=C(C(=NO1)C)NC(O[C@H](C)C=1C=NC=CC1)=O